(4,4-difluoropiperidin-1-yl)(2-(5-(2-hydroxyprop-2-yl)-1,3,4-oxadiazol-2-yl)thiazol-4-yl)methanone FC1(CCN(CC1)C(=O)C=1N=C(SC1)C=1OC(=NN1)C(C)(C)O)F